2-((1R,2R,4S)-2-amino-7-azabicyclo[2.2.1]heptan-7-yl)-5-(3,4-dichloro-2-(fluoromethyl)-2H-indazol-5-yl)-3-methyl-3,7-dihydro-4H-pyrrolo[2,3-d]pyrimidin-4-one N[C@H]1[C@H]2CC[C@@H](C1)N2C=2N(C(C1=C(N2)NC=C1C1=C(C2=C(N(N=C2C=C1)CF)Cl)Cl)=O)C